2-[(1,5-dimethyl-1H-pyrazol-4-yl)amino]-6-methylquinazolin CN1N=CC(=C1C)NC1=NC2=CC=C(C=C2C=N1)C